(l)-1,3-bis(3-glycidoxypropyl)1,1,3,3-tetramethyldisiloxane C(C1CO1)OCCC[Si](O[Si](C)(C)CCCOCC1CO1)(C)C